1,3-bis(3-isocyanatoprop-1-yl)cyclohexane N(=C=O)CCCC1CC(CCC1)CCCN=C=O